4-[2-[2-(2-ethoxyethoxy)ethoxy]ethoxy]aniline methyl-4-(prop-1-en-2-yl)-1-((2-(trimethylsilyl)ethoxy)methyl)-1H-pyrazole-3-carboxylate COC(=O)C1=NN(C=C1C(=C)C)COCC[Si](C)(C)C.C(C)OCCOCCOCCOC1=CC=C(N)C=C1